4-(2,2-dimethylpiperazine-1-carbonyl)pyrimidin-1-ium-1-olate CC1(N(CCNC1)C(=O)C1=NC=[N+](C=C1)[O-])C